1,2-Methylenedioxybenzen-4-methanol C1OC2=C(C=C(C=C2)CO)O1